C1(CCCCC1)C[C@H](C(=O)N1CC2(CCCC2)[C@](CC1)(O)CN1C(C=C(C(=C1)C(=O)N1CCNCC1)C1=CC=CC=C1)=O)C 1-(((S)-7-((R)-3-cyclohexyl-2-methylpropanoyl)-10-hydroxy-7-azaspiro[4.5]dec-10-yl)methyl)-4-phenyl-5-(piperazine-1-carbonyl)pyridin-2(1H)-one